2-(2-(2-chloro-5-fluoropyrimidin-4-yl)-3,7-dimethylthieno[3,2-b]pyridin-6-yl)propan-2-ol ClC1=NC=C(C(=N1)C1=C(C2=NC=C(C(=C2S1)C)C(C)(C)O)C)F